4-ethoxymethoxy-1-methylbutylmagnesium chloride C(C)OCOCCCC(C)[Mg]Cl